N[C@@H]1C2=CC=CC=C2CC12CCN(CC2)C=2N=CC(=NC2CO)SC2=C(C=1N(C=C2)C=C(N1)C1=NC(=C(C(=O)NC)C=C1)Cl)Cl (S)-6-(7-((5-(1-Amino-1,3-dihydrospiro[indene-2,4'-piperidine]-1'-yl)-6-(hydroxymethyl)pyrazin-2-yl)thio)-8-chloroimidazo[1,2-a]pyridin-2-yl)-2-chloro-N-methylnicotinamide